2-(4-(trifluoromethyl)-7-((2-(trimethylsilyl)ethoxy)methyl)-3,4-dihydro-2H-pyrrolo[3',2':5,6]Pyrido[2,3-b][1,4]Oxazepin-1(7H)-yl)benzoic acid methyl ester COC(C1=C(C=CC=C1)N1C2=C(OC(CC1)C(F)(F)F)N=C1C(=C2)C=CN1COCC[Si](C)(C)C)=O